(6R,12R)-17-amino-11,11,12-trideuterio-12-(trideuteriomethyl)-6,15-bis(trifluoromethyl)-13,19-dioxa-3,4,18-triazatricyclo[12.3.1.12,5]nonadeca-1(18),2,4,14,16-pentaen-6-ol NC1=CC(=C2O[C@@](C(CCCC[C@](C3=NN=C(C1=N2)O3)(O)C(F)(F)F)([2H])[2H])(C([2H])([2H])[2H])[2H])C(F)(F)F